2,4,6-triphenylpyrylium chloride [Cl-].C1(=CC=CC=C1)C1=[O+]C(=CC(=C1)C1=CC=CC=C1)C1=CC=CC=C1